Cl.C(C)(C)(C)OC([C@@H](N)CCC(=O)OC(C)(C)C)=O di-tert-butyl-glutamate HCl